C(#N)C1(CCN(CC1)C(=O)OC(C)(C)C)C(C1=CC=CC=C1)F tert-butyl 4-cyano-4-(fluoro(phenyl)methyl)piperidine-1-carboxylate